N1(N=NC2=C1C=CC=C2)C(=O)C=2C(=NC(=NC2)NC2=C(C=CC=C2)OC)NC2=C(C=C(C=C2)OC)OC (1H-benzo[d][1,2,3]triazol-1-yl)(4-((2,4-dimethoxyphenyl)amino)-2-((2-methoxyphenyl)amino)pyrimidin-5-yl)methanone